5-(1-methyl-1H-pyrrolo[3,2-b]pyridin-3-yl)-1H-pyrrole CN1C=C(C2=NC=CC=C21)C2=CC=CN2